CC1=CN(C2=NC=CC(=C21)C2=NC=C(C(=O)O)C=C2)COCC[Si](C)(C)C 6-(3-methyl-1-((2-(trimethylsilyl)ethoxy)methyl)-1H-pyrrolo[2,3-b]pyridin-4-yl)nicotinic acid